((R)-(4-fluorophenyl)(oxetan-3-yl)methyl)-1-oxoisoindoline-5-carboxamide FC1=CC=C(C=C1)[C@@H](C1COC1)N1C(C2=CC=C(C=C2C1)C(=O)N)=O